2-(ethylsulfanyl)pyridin-4-amine C(C)SC1=NC=CC(=C1)N